CC1(C=2C=C(C=CC2C2=C1N=CN=C2)C=2C=CC=C1C=CC=NC21)C 9,9-dimethyl-7-(quinolin-8-yl)-9H-indeno[2,1-d]Pyrimidine